[Si](C1=CC=CC=C1)(C1=CC=CC=C1)(C(C)(C)C)OC(C(=O)OCCCCCCOC(CCCCCCCCC)=O)CC(=O)OCCCCCCOC(CCCCCCCCC)=O bis(6-(decanoyloxy)hexyl) 2-((tert-butyldiphenylsilyl)oxy)succinate